O=NC(=O)C=1NC2=CC=CC=C2C1 ketoindole-2-carboxamide